1-methyl-4-(pentoxymethyl)benzene CC1=CC=C(C=C1)COCCCCC